3-hydroxyazetidin-1-ium 2,2,2-trifluoroacetate FC(C(=O)[O-])(F)F.OC1C[NH2+]C1